BrC1=CC(=NC=C1Cl)N 4-bromo-5-chloro-pyridin-2-amine